C(C=C)OCCCCCN 5-allyloxypentanylamine